tert-butyl (S)-4-(3,5-dimethylpyridin-2-yl)-2-hydroxymethylpiperazine-1-carboxylate CC=1C(=NC=C(C1)C)N1C[C@H](N(CC1)C(=O)OC(C)(C)C)CO